CN(C(OC(C)C(CC)OC(N(C)C)=O)=O)C pentane-2,3-diyl bis(dimethylcarbamate)